ClC=1C=C2C=C(NC2=CC1OCC1=CC(=NO1)C)CNC(=O)[C@@H]1N(CCC1)C(=O)OC(C)(C)C tert-butyl (R)-2-(((5-chloro-6-((3-methylisoxazol-5-yl)methoxy)-1H-indol-2-yl)methyl)carbamoyl)pyrrolidine-1-carboxylate